C(C)(=O)C1=CC=C(C(=O)O)C=C1 p-acetyl-benzoic acid